N-(6-(2-oxo-1,2-dihydroquinolin-4-yl)-6-azaspiro[2.5]octan-1-yl)sulfamide hydrochloride Cl.O=C1NC2=CC=CC=C2C(=C1)N1CCC2(CC2NS(=O)(=O)N)CC1